7-(4-(dipropylamino)butyl)-7-hydroxytridecane-1,13-diylbis(6-hexyldodecanoate) C(CC)N(CCCCC(CCCCCCC(C(=O)[O-])CCCC(CCCCCC)CCCCCC)(CCCCCCC(C(=O)[O-])CCCC(CCCCCC)CCCCCC)O)CCC